thioxyluronic acid O=C[C@H](O)[C@@H](O)[C@H](O)C(=S)O